2-(3,5-Dichloro-4-((6-oxo-1-(3-(trifluoromethyl)phenyl)-1,6-dihydropyridin-3-yl)oxy)benzeneyl)-6-(fluoromethyl)-1,2,4-triazine-3,5(2H,4H)-dione ClC=1C=C(C=C(C1OC1=CN(C(C=C1)=O)C1=CC(=CC=C1)C(F)(F)F)Cl)N1N=C(C(NC1=O)=O)CF